FC1=C(C(=CC(=C1C)OC1=NC=CC=C1C1=NC(=NC=C1)N[C@@H]1CNC[C@H](C1)F)F)NS(=O)(=O)CC1=CC=CC=C1 N-(2,6-difluoro-4-((3-(2-(((3S,5S)-5-fluoro-3-piperidyl)amino)pyrimidin-4-yl)-2-pyridyl)oxy)-3-methyl-phenyl)-1-phenyl-methanesulfonamide